O1C2=C(OCC1)C(=CC=C2)NC2=NC=1N(C(=C2)NC)N=CC1NC(=O)NCC 1-(5-((2,3-dihydrobenzo[b][1,4]dioxin-5-yl)amino)-7-(methylamino)pyrazolo[1,5-a]pyrimidin-3-yl)-3-ethylurea